3'-(trifluoromethyl)-6-(3-(4-(hydroxymethyl)phenoxy)azetidin-1-yl)-[1,1'-biphenyl]-2-carboxylic acid methyl ester COC(=O)C=1C(=C(C=CC1)N1CC(C1)OC1=CC=C(C=C1)CO)C1=CC(=CC=C1)C(F)(F)F